(3S,4S)-tert-butyl 4-(3-chloro-5-fluorophenyl)-3-nitro-3,4-dihydropyridine-1(2H)-carboxylate ClC=1C=C(C=C(C1)F)[C@H]1[C@@H](CN(C=C1)C(=O)OC(C)(C)C)[N+](=O)[O-]